C(C)[C@@H]1N(CCCC1)C1=C(C=C(C(=O)NC2=C(C=C(C=C2)F)CC(=O)O)C=C1)NC(=O)C1=NN(C2=CC=CC=C12)CC(F)(F)F (S)-2-(2-(4-(2-ethylpiperidin-1-yl)-3-(1-(2,2,2-trifluoroethyl)-1H-indazole-3-carboxamido)benzamido)-5-fluorophenyl)acetic acid